1-(3,5-difluorophenyl)-3-(2,6-difluoropyridin-4-yl)urea FC=1C=C(C=C(C1)F)NC(=O)NC1=CC(=NC(=C1)F)F